N-(4-bromo-3-methylphenyl)-3-((3,4-difluorophenyl)sulfonamido)benzamide BrC1=C(C=C(C=C1)NC(C1=CC(=CC=C1)NS(=O)(=O)C1=CC(=C(C=C1)F)F)=O)C